2-Oleoyl-1-palmitoyl-sn-glycero-3-phospho-L-serine sodium salt [Na+].C(CCCCCCC\C=C/CCCCCCCC)(=O)O[C@H](COC(CCCCCCCCCCCCCCC)=O)COP(=O)(O)OC[C@H](N)C(=O)[O-]